ClC=1C=C(C=CC1F)C(C=1NC(=C(N1)C)S(=O)(=O)C)OC(C)C1=CC(=C(C=C1)F)Cl 2-[(3-chloro-4-fluorophenyl)-[1-(3-chloro-4-fluorophenyl)ethoxy]methyl]-4-methyl-5-methyl-sulfonyl-1H-imidazole